FC1=C(C(=C(C(=C1[B-](C1=C(C(=C(C(=C1F)F)F)F)F)(C1=C(C(=C(C(=C1F)F)F)F)F)C1=C(C(=C(C(=C1F)F)F)F)F)F)F)F)F.C(C)(CC)[NH3+] (sec-butyl)ammonium tetrakis(pentafluorophenyl)borate